2,6-dibromomethyl-pyridine methyl-2-(7-bromo-1-oxo-4-(trifluoromethyl)phthalazin-2(1H)-yl)acetate COC(CN1C(C2=CC(=CC=C2C(=N1)C(F)(F)F)Br)=O)=O.BrCC1=NC(=CC=C1)CBr